C(=C)C1=C(C=CC=C1)C=1N=CSC1 4-(2-vinylphenyl)thiazol